FC1(CNCC1)C(C)O 1-(3-fluoropyrrolidine-3-yl)ethanol